N1=C(C=CC=C1)[C@@]1(CCOC2(CCCC2)C1)CCNCC=1C=C(C(=NC1)C#N)C(F)(F)F 5-[({2-[(9R)-9-(pyridin-2-yl)-6-oxaspiro[4.5]decan-9-yl]ethyl}amino)methyl]-3-(trifluoromethyl)pyridine-2-carbonitrile